NCCC[Si](OCC)(OCC)OCC 3-aminopropyltriethyloxysilane